3-diphenylphosphanylpropyl(diphenyl)phosphane C1(=CC=CC=C1)P(CCCP(C1=CC=CC=C1)C1=CC=CC=C1)C1=CC=CC=C1